n-propylmaleamid C(CC)/C(/C(=O)N)=C/C(=O)N